FC1=C(C(=CC=C1NS(=O)(=O)C1=CC(=C(C=C1)F)OC)F)C=1C=C2C=NC(=NC2=CC1)NC(C(C)(C)C)=O N-(6-(2,6-difluoro-3-(4-fluoro-3-methoxyphenylsulfonamido)phenyl)quinazolin-2-yl)pivalamide